N-methyl-N-(3-methoxyphenyl)-3-methoxy-4-aminoaniline CN(C1=CC(=C(C=C1)N)OC)C1=CC(=CC=C1)OC